(2,2,6,6-tetramethylpiperidin-4-yl)benzene-1,4-diamine CC1(NC(CC(C1)C1=C(C=CC(=C1)N)N)(C)C)C